(R)-6-((1-(3-cyclopropyl-6-fluoro-4-oxo-2-(tetrahydro-2H-pyran-4-yl)-3,4-dihydroquinazolin-8-yl)ethyl)amino)-2,3-difluorobenzoic acid C1(CC1)N1C(=NC2=C(C=C(C=C2C1=O)F)[C@@H](C)NC1=CC=C(C(=C1C(=O)O)F)F)C1CCOCC1